FC1=CC=2C(C3=C(C(=NC4=CC=CC=C34)NCCNC)SC2C=C1)=O 10-fluoro-6-(2-(methylamino)ethylamino)-12H-thiochromeno[2,3-c]quinolin-12-one